3-methyl-4H,6H,7H-pyrazolo[4,3-c]pyridine-5-carboxylic acid tert-butyl ester C(C)(C)(C)OC(=O)N1CC2=C(CC1)NN=C2C